tert-butyl N-[17-(4-{1-[17-(4-nitrophenoxy)-3,6,9,12,15-pentaoxaheptadecan-1-yl]piperidin-4-yl}piperazin-1-yl)-3,6,9,12,15-pentaoxaheptadecan-1-yl]carbamate [N+](=O)([O-])C1=CC=C(OCCOCCOCCOCCOCCOCCN2CCC(CC2)N2CCN(CC2)CCOCCOCCOCCOCCOCCNC(OC(C)(C)C)=O)C=C1